6-ethyl-5-propyl-pyrazine C(C)C1=C(N=CC=N1)CCC